C[C@@H]1N2[C@H](C[C@@H]3[C@H](CCC[C@@H]13)C=O)COC2=O (5S,5aR,9S,9aS,10aR)-5-methyl-3-oxo-1,5,5a,6,7,8,9,9a,10,10a-decahydrooxazolo[3,4-b]isoquinoline-9-carbaldehyde